tert-butyl N-(3-fluoro-2-methyl-4,5,6,7-tetrahydrobenzothiophen-5-yl)-N-methyl-carbamate FC1=C(SC2=C1CC(CC2)N(C(OC(C)(C)C)=O)C)C